CC1=CC=2N(C(N=C(C2C=N1)NC)=O)C1=CC=CC=C1 7-methyl-4-(methylamino)-1-phenyl-pyrido[4,3-d]pyrimidin-2(1H)-one